vinyltris-(dimethylphenylsiloxy)silane C(=C)[Si](O[Si](C)(C)C1=CC=CC=C1)(O[Si](C)(C)C1=CC=CC=C1)O[Si](C1=CC=CC=C1)(C)C